NC1=NNC2=CC=C(C(=C12)F)C1=C(C=C(C=C1)S(=O)(=O)N[C@H]1[C@H](CCC1)O)Cl 4-(3-amino-4-fluoro-1H-indazol-5-yl)-3-chloro-N-((1R,2S)-2-hydroxycyclopentyl)benzenesulfonamide